2,5-bis[(1,3-dioxobutyl)amino]-benzenesulfonic acid potassium salt [K+].O=C(CC(C)=O)NC1=C(C=C(C=C1)NC(CC(C)=O)=O)S(=O)(=O)[O-]